(1r,4r)-4-((3,5-Difluorobenzyl)(methyl)amino)cyclohexane-1-carboxylic acid FC=1C=C(CN(C2CCC(CC2)C(=O)O)C)C=C(C1)F